N-[5-(5-carbamoyl-2,4-difluorophenyl)-4-fluoro-2-[rac-(3R,5S)-3,4,5-trimethylpiperazin-1-yl]phenyl]-6-oxo-4-(trifluoromethyl)-1H-pyridine-3-carboxamide C(N)(=O)C=1C(=CC(=C(C1)C=1C(=CC(=C(C1)NC(=O)C1=CNC(C=C1C(F)(F)F)=O)N1C[C@H](N([C@H](C1)C)C)C)F)F)F |r|